[C@H]12CC(C[C@H](CCC1)N2)N(C2=CC=C(N=N2)C2=CC1=C(C=C(O1)C(=O)NC1CC1)C=C2O)C 6-(6-(((1R,3s,5S)-9-azabicyclo[3.3.1]nonan-3-yl)(methyl)amino)pyridazin-3-yl)-N-cyclopropyl-5-hydroxybenzo-furan-2-carboxamide